CN1C[C@@H]2[C@H](C1)CCN2C2=C(C=NC=1NC3=C(C=C(C(=C3C12)F)F)NC)C1=CN2C(C(=CC=C2C=C1)C(=O)O)=O 7-[4-[(3aS,6aS)-5-methyl-2,3,3a,4,6,6a-hexahydropyrrolo[2,3-c]pyrrol-1-yl]-5,6-difluoro-8-(methylamino)-9H-pyrido[2,3-b]indol-3-yl]-4-oxo-quinolizine-3-carboxylic acid